propylenebis-stearamide C(C(C)CCCCCCCCCCCCCCCCCC(=O)N)CCCCCCCCCCCCCCCCCC(=O)N